COC(C1=C(C(=C(C=C1C)F)C1=CC=2N(C=C1)N=C(N2)N)F)=O 3-(2-amino-[1,2,4]triazolo[1,5-a]pyridin-7-yl)-2,4-difluoro-6-methylbenzoic acid methyl ester